(2S,3R,4R)-1-acetyl-N-(2-methoxyethyl)-2,3-dimethyl-4-((4-methylpyrimidin-2-yl)amino)-1,2,3,4-tetrahydroquinoline-6-carboxamide C(C)(=O)N1[C@H]([C@@H]([C@H](C2=CC(=CC=C12)C(=O)NCCOC)NC1=NC=CC(=N1)C)C)C